ClC(C=1N=C2N(C(=CN=C2)C)C1)Cl 2-(dichloromethyl)-5-methylimidazo[1,2-a]pyrazine